FC(C1=CC=C(C=C1)S(=O)(=O)Cl)F 4-(difluoromethyl)benzene-1-sulfonyl chloride